C(C)(C)C1=C(NC2=CC=C(C=C12)C1CCNCC1)C=1C=NC=2N(C1)C=C(N2)C 6-(3-isopropyl-5-(piperidin-4-yl)-1H-indol-2-yl)-2-methylimidazo[1,2-a]pyrimidine